(R)-4-(3H-[1,2,3]triazolo[4,5-b]pyridin-3-yl)-2-fluoro-N-(6-(5-(hydroxymethyl)-1H-1,2,3-triazol-4-yl)isoquinolin-1-yl)-N-(piperidin-3-yl)benzamide N1=NN(C2=NC=CC=C21)C2=CC(=C(C(=O)N([C@H]1CNCCC1)C1=NC=CC3=CC(=CC=C13)C=1N=NNC1CO)C=C2)F